C(C)(C)(C)OC(=O)NC(CCS(=O)(=O)[O-])C(C)C=1C=C(C(=C2C=CNC12)Cl)F 2-((tert-butoxycarbonyl)amino)-3-(4-chloro-5-fluoro-1H-indol-7-yl)butylmethanesulfonate